(R)-3-((1-(3-(4-(1H-pyrazol-1-yl)piperidin-1-yl)-2-cyano-7-methylquinoxalin-5-yl)ethyl)amino)-6-chloropicolinic acid N1(N=CC=C1)C1CCN(CC1)C=1C(=NC2=CC(=CC(=C2N1)[C@@H](C)NC=1C(=NC(=CC1)Cl)C(=O)O)C)C#N